1-Ethyl-2-(2,2,2-trifluoro-1-hydroxy-1-phenylethyl)-1H-benzo[d]imidazole-6-carboxylic acid C(C)N1C(=NC2=C1C=C(C=C2)C(=O)O)C(C(F)(F)F)(C2=CC=CC=C2)O